ClC1=C(C#N)C=CC(=C1)CN1N=CC(=C1)C(=O)N1C[C@@]2(CCC1)C1=C(NC(O2)=O)C=CC(=C1F)Cl (R)-2-chloro-4-((4-(6-chloro-5-fluoro-2-oxo-1,2-dihydrospiro[benzo[d][1,3]oxazin-4,3'-piperidine]-1'-carbonyl)-1H-pyrazol-1-yl)methyl)benzonitrile